8-(4-methoxy-phenylthio)-2'-O-methyladenosine COC1=CC=C(C=C1)SC=1N([C@H]2[C@H](OC)[C@H](O)[C@@H](CO)O2)C=2N=CN=C(C2N1)N